[W].[Ru].[Pd].[Pt] platinum palladium-ruthenium-tungsten